6-benzyl-5,6,7,8-tetrahydropyrido[4,3-d]pyrimidine-2,4(1H,3H)-dione C(C1=CC=CC=C1)N1CC2=C(NC(NC2=O)=O)CC1